CN(CCN(C1=CC(=C(C=C1[N+](=O)[O-])NC1=NC=CC=N1)OC)C)C 2-(4-((2-(dimethylamino)ethyl)(methyl)amino)-2-methoxy-5-nitrophenylamino)pyrimidine